N-(1-(((R)-1-(5,8-dihydroxy-1,4-dioxo-1,4-dihydronaphthalen-2-yl)-4-methylpent-3-en-1-yl)thio)-3-(methylperoxy)-3λ2-propan-2-yl)-5-(2-phenyl-1,3-dithian-4-yl)pentanamide OC1=C2C(C=C(C(C2=C(C=C1)O)=O)[C@@H](CC=C(C)C)SCC([C]OOC)NC(CCCCC1SC(SCC1)C1=CC=CC=C1)=O)=O